2,6-bis(3,5-di-tert-butylphenyl)anthraquinone C(C)(C)(C)C=1C=C(C=C(C1)C(C)(C)C)C1=CC=2C(C3=CC=C(C=C3C(C2C=C1)=O)C1=CC(=CC(=C1)C(C)(C)C)C(C)(C)C)=O